Molybdenum Tetrakis(dimethylamide) C[N-]C.C[N-]C.C[N-]C.C[N-]C.[Mo+4]